3-(3-((4-fluoro-2-oxido-1,3-dihydrobenzo[c]thiophen-5-yl)amino)-1H-pyrazol-5-yl)cyclopentyl isopropylcarbamate C(C)(C)NC(OC1CC(CC1)C1=CC(=NN1)NC1=C(C2=C(CS(C2)=O)C=C1)F)=O